O1C=CC2=C1C(=CC=C2)P(N(C(C2=CC=CC=C2)=O)P(C2=CC=C(C=C2)[Si](CCCC)(CCCC)CCCC)C2=CC=CC=1C=COC12)C1=CC=C(C=C1)[Si](CCCC)(CCCC)CCCC N,N-bis(benzofuran-7-yl-(4-(tributylsilyl)phenyl)phosphino)benzamide